ClC=1C=C(C=CC1Cl)N1C(=CC=2C1=NC=CC2)C(=O)N2CC1(C2)CCNCC1 (1-(3,4-Dichlorophenyl)-1H-pyrrolo[2,3-b]pyridin-2-yl)(2,7-diazaspiro[3.5]non-2-yl)methanone